N-lauroyl-glutamic acid monomyristyl ester C(CCCCCCCCCCCCC)OC([C@@H](NC(CCCCCCCCCCC)=O)CCC(=O)O)=O